((7R)-7-Amino-2-azabicyclo[2.2.1]heptan-2-yl)(2-(6-chloro-1-(cyclopropylmethyl)-1H-pyrrolo[2,3-b]pyridin-2-yl)-4-methoxy-3-methylpyrazolo[1,5-a]pyridin-6-yl)methanone N[C@H]1C2N(CC1CC2)C(=O)C=2C=C(C=1N(C2)N=C(C1C)C1=CC=2C(=NC(=CC2)Cl)N1CC1CC1)OC